C1(=CC=C(C=C1)C1C=CC2=C(C=3C=C4N=C5C=CC=CC5=C4C(C3C2=C1)(C)C)C=1C=CC=2N(C3=CC=CC=C3C2C1)C1=CC=CC=C1)C1=CC=CC=C1 10-(biphenyl-4-yl)-12,12-dimethyl-7-(9-phenyl-9H-carbazol-3-yl)-10,12-dihydroindeno[2,1-b]carbazole